FC1=C(C=CC(=C1)F)C(CC(C(=O)O)C1=CNC2=CC=CC=C12)=O 4-(2,4-difluorophenyl)-2-(1H-indole-3-yl)-4-oxobutanoic acid